BrC1=C(CC2(CC2)NC(OC(C)(C)C)=O)C=CC(=C1F)Cl tert-butyl (1-(2-bromo-4-chloro-3-fluorobenzyl)cyclopropyl)carbamate